4-(2,6-difluoro-4-methylphenyl)butyric acid FC1=C(C(=CC(=C1)C)F)CCCC(=O)O